CN(S(=O)(=O)N1C=NC2=C1C=C(C(=C2)C)C)C 1-(N,N-dimethylsulfamoyl)-5,6-dimethyl-1H-benzo[d]imidazol